CC1=C(C(=O)P(CC2=CC=C(C=C2)C)(C(C2=C(C=C(C=C2C)C)C)=O)=O)C(=CC(=C1)C)C bis(2,4,6-trimethylbenzoyl)-4-methylbenzylphosphine oxide